CC(C=CC(=O)SCCNC(CCNC([C@@H](C(COP(OP(OC[C@@H]1[C@H]([C@H]([C@@H](O1)N1C=NC=2C(N)=NC=NC12)O)OP(=O)(O)O)(=O)O)(=O)O)(C)C)O)=O)=O)C 4-methyl-2-pentenoyl-CoA